4-(pyrimidin-2-yl)-N-(3-(4-(trifluoromethyl)benzamido)phenyl)piperazine-1-carboxamide N1=C(N=CC=C1)N1CCN(CC1)C(=O)NC1=CC(=CC=C1)NC(C1=CC=C(C=C1)C(F)(F)F)=O